2-(2-hydroxypropan-2-yl)-9-methoxyimidazo[1,2-a]quinoline-4-carboxamide OC(C)(C)C=1N=C2N(C3=C(C=CC=C3C=C2C(=O)N)OC)C1